FC1=C(OC2=C(C=C(C=C2)S(=O)(=O)CCCCOC2CCN(CC2)C(=O)OC(C)(C)C)C=2C3=C(C(N(C2)C)=O)NC=C3)C=CC(=C1)F tert-butyl 4-[4-[4-(2,4-difluorophenoxy)-3-(6-methyl-7-oxo-1H-pyrrolo[2,3-c]pyridin-4-yl)phenyl] sulfonylbutoxy]piperidine-1-carboxylate